NC1=C(C=2C(=NC=C(C2S1)F)C=1C2=C(C=3C=NC(=NC3C1F)N1CC(C(C1)N1CCOCCC1)OC)COC2)C#N 2-Amino-7-fluoro-4-(5-fluoro-3-(3-methoxy-4-(1,4-oxazepan-4-yl)pyrrolidin-1-yl)-7,9-dihydrofuro[3,4-f]quinazolin-6-yl)thieno[3,2-c]pyridine-3-carbonitrile